2,7-di-tert-butyl-9-(3-chlorophenyl)carbazole C(C)(C)(C)C1=CC=2N(C3=CC(=CC=C3C2C=C1)C(C)(C)C)C1=CC(=CC=C1)Cl